O1C2=C(OCC1)C=C(C=C2)C(CCN2CCCC1=CC=CC=C21)=O (2,3-dihydrobenzo[b][1,4]dioxin-6-yl)-3-(3,4-dihydroquinolin-1(2H)-yl)propan-1-one